3-(3-trifluoromethylphenyl)propionic acid FC(C=1C=C(C=CC1)CCC(=O)O)(F)F